7-((4-(7-Azabicyclo[2.2.1]hept-7-yl)phenyl)amino)-2H-benzo[b][1,4]oxazin-3(4H)-one C12CCC(CC1)N2C2=CC=C(C=C2)NC=2C=CC1=C(OCC(N1)=O)C2